C(C1=CC=CC=C1)OC1CC(NC(C1)(C)C)(C)C 4-benzyloxy-2,2,6,6-tetramethylpiperidine